1-(aminooxy)-3,6,9,12-tetraoxapentadecan-15-amide NOCCOCCOCCOCCOCCC(=O)N